methyl aminolevulinate COC(=O)CCC(=O)CN